ClCC1=C(C=C(C=C1)C)C1=CC=C(C=C1)OC(F)(F)F 2-(chloromethyl)-5-methyl-4'-(trifluoromethoxy)-1,1'-biphenyl